6-allyl-N-[4-(morpholin-4-yl)phenyl]-6H-pyrido[2,3-c]pyrimido[4,5-e][1,2]thiazin-2-amine 5,5-dioxide C(C=C)N1S(C2=C(C3=C1N=CC=C3)N=C(N=C2)NC2=CC=C(C=C2)N2CCOCC2)(=O)=O